CN1C(=NC(=C1C1=CC=C2C=NNC2=C1)C=1C=C(C=CC1)C)C 6-(1,2-Dimethyl-4-(m-tolyl)-1H-imidazol-5-yl)-1H-indazole